4-(8-amino-3-((2S)-1-(6-((2-(2,6-dioxopiperidin-3-yl)-1,3-dioxoisoindoline-4-yl)thio)hexyl)pyrrolidin-2-yl)imidazo[1,5-a]pyrazin-1-yl)-N-(pyridin-2-yl)benzamide NC=1C=2N(C=CN1)C(=NC2C2=CC=C(C(=O)NC1=NC=CC=C1)C=C2)[C@H]2N(CCC2)CCCCCCSC2=C1C(N(C(C1=CC=C2)=O)C2C(NC(CC2)=O)=O)=O